isobutaneN C=C(C)C